ClC1=CC(=C(C=C1)C1=C(N(N=N1)C)CN1N=CC(=CC1=O)C1=CC(=NC=C1)OC)F 2-((5-(4-chloro-2-fluoro-phenyl)-3-methyl-triazol-4-yl)methyl)-5-(2-methoxy-4-pyridyl)pyridazin-3-one